O=C1NC(CC[C@@H]1N1C(C2=C(C=C(C=C2C1)N1CC(C1)C=O)F)=O)=O 1-{2-[(3S)-2,6-dioxopiperidin-3-yl]-7-fluoro-1-oxo-3H-isoindol-5-yl}azetidine-3-carbaldehyde